FC(COC1=NN2C([C@@H]([C@H](CC2)NC(OC(C)(C)C)=O)O)=C1)F |r| rac-tert-butyl ((4R,5S)-2-(2,2-difluoroethoxy)-4-hydroxy-4,5,6,7-tetrahydropyrazolo[1,5-a]pyridin-5-yl)carbamate